BrC1=C(N(CC#C)C)C(=CC=C1)CO[Si](C)(C)C(C)(C)C 2-bromo-6-{[(tert-butyldimethylsilyl)oxy]methyl}-N-methyl-N-(prop-2-yn-1-yl)aniline